NC=1C2=C(N=CN1)N1C(=C2C#CC=2C(=CC3=C(N=C(S3)C3CC3)C2F)F)CN(C(C1)COC)C(C=C)=O 1-(4-amino-5-((2-cyclopropyl-4,6-difluorobenzo[d]thiazol-5-yl)ethynyl)-8-(methoxymethyl)-8,9-dihydropyrazino[1',2':1,5]pyrrolo[2,3-d]pyrimidin-7(6H)-yl)prop-2-en-1-one